6-bromo-3-fluoro-N,N-bis[(4-methoxyphenyl)methyl]-4-methyl-5-(trifluoromethyl)pyridin-2-amine BrC1=C(C(=C(C(=N1)N(CC1=CC=C(C=C1)OC)CC1=CC=C(C=C1)OC)F)C)C(F)(F)F